The molecule is a primary ammonium ion obtained by protonation of the primary amino function of indol-3-ylmethylamine; major species at pH 7.3. It is a conjugate acid of an indol-3-ylmethylamine. C1=CC=C2C(=C1)C(=CN2)C[NH3+]